N-(2-{[8-fluoro-6-hydroxy-7-(1,1,4-trioxo-1λ6,2,5-thiadiazolidin-2-yl)naphthalen-2-yl]amino}ethyl)cyclopropanesulfonamide FC=1C(=C(C=C2C=CC(=CC12)NCCNS(=O)(=O)C1CC1)O)N1S(NC(C1)=O)(=O)=O